ClC1=C(C=CC(=C1)Cl)C=1CCCC2=C(C1C1=CC=C(C=C1)O[C@@H]1CN(CC1)CCCF)C=CC(=C2)C#N (S)-8-(2,4-dichlorophenyl)-9-(4-((1-(3-fluoropropyl)pyrrolidin-3-yl)oxy)phenyl)-6,7-dihydro-5H-benzo[7]annulene-3-carbonitrile